C(C)S(=O)CC1CN(C1)C=1C=CC(=C2C=C(N=CC12)NC1=NC(=NC=C1)N1CC(C(CC1)O)(C)F)C(C)C 1-(4-((8-(3-((ethylsulfinyl)methyl)azetidin-1-yl)-5-isopropylisoquinoline-3-yl)amino)pyrimidin-2-yl)-3-fluoro-3-methylpiperidin-4-ol